OC(CCCCCCCCCCCCCCCCCCCCCCCCCCCC(=O)O)C 29-Hydroxy-triacontanoic acid